2-hydroxyethylsulfonate (ethanesulfonate) C(C)S(=O)(=O)O.OCCS(=O)(=O)O